tri-n-propylaluminum C(CC)[Al](CCC)CCC